4-(5-(2-Chloro-5-ethoxy-4-methoxyphenyl)pyridin-3-yl)-1,2-oxaborole-2-ol ClC1=C(C=C(C(=C1)OC)OCC)C=1C=C(C=NC1)C=1CB(OC1)O